10'-(2-hydroxyethyl)-2'-(1H-indole-2-carbonyl)-1',2',3',4',7',8'-hexahydrospiro[cyclopropane-1,9'-pyrido[4',3':3,4]pyrazolo[1,5-a][1,4]diazepin]-11'(10'H)-one OCCN1C(C=2N(CCC13CC3)N=C3C2CN(CC3)C(=O)C=3NC2=CC=CC=C2C3)=O